(2r,3r,4r,5s)-2-(6-amino-2-chloro-9H-purin-9-yl)-5-(((tert-butyldiphenylsilyl)oxy)methyl)-4-ethynyl-tetrahydrofuran-3-ol NC1=C2N=CN(C2=NC(=N1)Cl)[C@@H]1O[C@@H]([C@@H]([C@H]1O)C#C)CO[Si](C1=CC=CC=C1)(C1=CC=CC=C1)C(C)(C)C